N-{4-chloro-6-[2-(propan-2-yl)phenyl]pyrimidin-2-yl}-1-methyl-1H-pyrazole-4-sulfonamide ClC1=NC(=NC(=C1)C1=C(C=CC=C1)C(C)C)NS(=O)(=O)C=1C=NN(C1)C